[Te-2].[Zn+2].[Na+] sodium zinc telluride